C1(CC1)COC1=C(C(=O)NCC2=CC(=C(C=C2)OC)F)C(=CC=C1[N+](=O)[O-])O 2-(cyclopropylmethoxy)-N-(3-fluoro-4-methoxybenzyl)-6-hydroxy-3-nitrobenzamide